C[C@H]1N([C@@H](COC1)C)C(=O)N[C@H](C(=O)O)CCCCCCCC1=NC=2NCCCC2C=C1 (S)-2-((3r,5r)-3,5-dimethylmorpholine-4-carboxamido)-9-(5,6,7,8-tetrahydro-1,8-naphthyridin-2-yl)nonanoic acid